FC1=C(C(=O)N([C@H]2CNCCC2)C2=NC=CC3=CC=CC(=C23)C)C=CC(=C1)NC=1SC=CN1 (R)-2-fluoro-N-(8-methylisoquinolin-1-yl)-N-(piperidin-3-yl)-4-(thiazol-2-ylamino)benzamide